(S)-2-(2-((tert-Butoxycarbonyl)amino)phenyl)pyrrolidine-1-carboxylic acid benzyl ester C(C1=CC=CC=C1)OC(=O)N1[C@@H](CCC1)C1=C(C=CC=C1)NC(=O)OC(C)(C)C